C(C)OS(=O)(=O)C1=CC=C(C=C1)C.COCC1NCCOC1 (3-(methoxymethyl)morpholine) ethyl-4-methylbenzenesulfonate